ClC=1C(=NC(=C(C1)C#N)N1C[C@H](C([C@H](C1)C)F)C)NC=1C=C2C=C(C(N(C2=CC1)CCN(C)C)=O)OCC(=O)NC 2-((6-((3-chloro-5-cyano-6-((3R,4R,5S)-4-fluoro-3,5-dimethylpiperidin-1-yl)pyridin-2-yl)amino)-1-(2-(dimethylamino)ethyl)-2-oxo-1,2-dihydroquinolin-3-yl)oxy)-N-methylacetamide